aluminum bis(2,2,2-trifluoroethyl) phosphate P(=O)(OCC(F)(F)F)(OCC(F)(F)F)[O-].[Al+3].FC(COP(=O)(OCC(F)(F)F)[O-])(F)F.FC(COP(=O)(OCC(F)(F)F)[O-])(F)F